C1(CC1)C1=NC=CC(=C1)C1=NOC(=N1)[C@H](C)NC(C1=C(C=CC=C1)OC)=O N-[(1S)-1-[3-(2-cyclopropyl-4-pyridyl)-1,2,4-oxadiazol-5-yl]ethyl]-2-methoxy-benzamide